ethyl 4-amino-3-(4-((4-(4-(dimethylamino)phenyl)pyridin-2-yl)oxy)piperidine-1-carbonyl)benzoate NC1=C(C=C(C(=O)OCC)C=C1)C(=O)N1CCC(CC1)OC1=NC=CC(=C1)C1=CC=C(C=C1)N(C)C